(R)-2-(2-aminoacetylamino)-N-(3-(benzyloxy)-1-(1-(methylsulfonyl)spiro[indoline-3,4'-piperidin]-1'-yl)-1-oxopropan-2-yl)-2-methylpropanamide NCC(=O)NC(C(=O)N[C@@H](C(=O)N1CCC2(CC1)CN(C1=CC=CC=C12)S(=O)(=O)C)COCC1=CC=CC=C1)(C)C